butyl 3-(tert-butoxy)-2-(nicotinamido)-propanoate C(C)(C)(C)OCC(C(=O)OCCCC)NC(C1=CN=CC=C1)=O